C(C)N1C(C(C2=CC(=CC=C12)OCC1=CC=C(C=C1)C)=O)=O 1-Ethyl-5-((4-methylbenzyl)oxy)indole-2,3-dione